Cl.C(CCCCCCCCCCCCCCCCCC)C1=NC(=CC=C1)CCCCCCCCCCCCCCCCCCC 2,6-di(nonadecyl)pyridine hydrochloride